C(C)(C)C1=C2C=CN=CC2=C(C=C1)C#CC(C)N=NS(=O)C 5-isopropyl-8-(3-(methylsulfinyl)azobutyn-1-yl)isoquinoline